N1N=NC(=C1)NCCS triazolyl-cysteamine